3-HYDROXY-2,3-DIMETHYLPENTANOIC ACID OC(C(C(=O)O)C)(CC)C